OC=1C=C2C=C(C(N(C2=CC1O)C)=O)C1=COC=2C=C(C(=C(C2C1=O)C(=O)O)O)O 3-(6,7-dihydroxy-1-methyl-2-oxo-1,2-dihydroquinolin-3-yl)-6,7-dihydroxy-4-oxo-4H-chromene-5-carboxylic acid